(8r,9r)-5-fluoro-8-(4-fluorophenyl)-9-(5-methyl-7-oxo-4,6-diazaspiro-[2.4]hept-4-en-6-yl)-8,9-dihydro-2H-pyrido[4,3,2-de]phthalazin-3(7H)-one FC=1C=C2C=3C(=NNC(C3C1)=O)[C@@H]([C@H](N2)C2=CC=C(C=C2)F)N2C(=NC1(CC1)C2=O)C